NC(COCCOCCOCCOCCOCCO)O amino-hexaethylene glycol